NCC(CN1N=CN(C1=O)CC=1SC2=C(C1)C=C(C=C2)C=2C=CC(N(C2)CC)=O)=C(F)F 5-[2-[[1-[2-(aminomethyl)-3,3-difluoro-allyl]-5-oxo-1,2,4-triazol-4-yl]methyl]benzothien-5-yl]-1-ethyl-pyridin-2-one